C(CC(C)C)OC1=C(CCNS(=O)(=O)C2=CC=C(C=C2)OC(F)(F)F)C=CC=C1 N-(2-(isopentyloxy)phenethyl)-4-(trifluoromethoxy)benzenesulfonamide